1-(2-cyclohexylethyl)-3-(p-tolyl)quinoxalin-2(1H)-one C1(CCCCC1)CCN1C(C(=NC2=CC=CC=C12)C1=CC=C(C=C1)C)=O